CCCCCCCCCCCCCCCC(C(CCCCCCCCCCCCCC)C(=O)OC[C@@H]1[C@H]([C@@H]([C@H](C(O1)O)O)O)O)O The molecule is a mycolate ester formed by esterification of corynomycolic acid with the 6-OH of D-glucose. (C32 is the average tail length of a reported naturally occurring range of 30-36 carbon atoms.) It has a role as an antigen. It derives from a D-glucopyranose and a corynomycolic acid.